C(C)(=O)N[C@@H](CSCCCCCN1C(C(=CC2=CC(=CC=C12)OC)P(=O)(C1=CC=CC=C1)C1=CC=CC=C1)=O)C(=O)O N-acetyl-S-(5-(3-(diphenylphosphoryl)-6-methoxy-2-oxoquinolin-1(2H)-yl)pentyl)-L-cysteine